bis(naphthalene-1-yl)-N,N'-bis(phenyl)-2,7-diamino-9,9-spirobifluorene C1(=CC=CC2=CC=CC=C12)C=1C(=C(C=2C3(C4=CC(=CC=C4C2C1)NC1=CC=CC=C1)C1=CC=CC=C1C=1C=CC=CC13)C1=CC=CC3=CC=CC=C13)NC1=CC=CC=C1